C(C1=CC=CC=C1)OC1=C(C=C(C=N1)NC1=C(C=CC=C1)OC)C1=C2C=CNC2=CC=C1 6-(Benzyloxy)-5-(1H-indol-4-yl)-N-(2-methoxyphenyl)pyridin-3-amine